BrC=1C=C(C2=C(C(CO2)(C)C)C1)F 5-bromo-7-fluoro-3,3-dimethyl-2,3-dihydrobenzofuran